C=CC1=CC[C@H]2[C@@H]3CCC4CC(CC[C@]4(C)[C@H]3CC[C@]12C)O pregnadien-3-ol